C(C)(C)(C)S(=O)(=O)C=1C(=CC=2N(C1)C(=CN2)C2=CC(=C(C(=C2)C2=NC=CC=N2)OC)F)OC 6-(tert-butylsulfonyl)-3-(3-fluoro-4-methoxy-5-(pyrimidin-2-yl)phenyl)-7-methoxyimidazo[1,2-a]pyridine